N=1CC=CC(C1)=O pyridin-5(2H)-one